1-acetyl-3-(methoxyphenyl-methylene)-2-oxindole-6-carboxylic acid methyl ester COC(=O)C1=CC=C2C(C(N(C2=C1)C(C)=O)=O)=C(C1=CC=CC=C1)OC